3-((R)-2-(2-(cyclobutylamino)-6-methoxyisonicotinamido)-1-hydroxyethyl)-7-(methoxymethoxy)-3,4-dihydroisoquinoline C1(CCC1)NC=1C=C(C(=O)NC[C@@H](O)C2N=CC3=CC(=CC=C3C2)OCOC)C=C(N1)OC